The molecule is a straight chain alkane consisting of 5 carbon atoms. It has a role as a non-polar solvent and a refrigerant. It is a volatile organic compound and an alkane. CCCCC